1-{4-[3-(4-chlorophenyl)-1,2,4-oxadiazol-5-yl]piperazin-1-yl}-3-(3,4-dimethoxyphenyl)prop-2-en-1-one ClC1=CC=C(C=C1)C1=NOC(=N1)N1CCN(CC1)C(C=CC1=CC(=C(C=C1)OC)OC)=O